CC=1N=C(C=2N=CN([C@H]3[C@H](O)[C@H](O)[C@@H](CO)O3)C2N1)N 2-Methyladenosine